4-(4-methylpiperazin-1-yl)-N-[(1s,4s)-4-{[2-(trifluoromethyl)imidazo[1,2-a]pyridin-5-yl]amino}cyclohexyl]benzamide CN1CCN(CC1)C1=CC=C(C(=O)NC2CCC(CC2)NC2=CC=CC=3N2C=C(N3)C(F)(F)F)C=C1